2-butenylpropylallylallylammonium hydroxide [OH-].C(=CCC)C(CC=CCC=CC[NH3+])C